C(=O)(O)CN(C(CCCCC1SCC2NC(NC21)=O)=O)CCCOCCOCCOCCCN N-carboxymethyl-N-(3-(2-(2-(3-aminopropoxy)ethoxy)ethoxy)propyl)-5-(2-oxohexahydro-1H-thieno[3,4-d]imidazol-4-yl)pentanamide